N-((R)-3,3-difluoro-1-(methylsulfonyl)piperidin-4-yl)-4-methoxy-5-(1-((S)-1,1,1-trifluoropropan-2-yl)-1H-benzo[d][1,2,3]triazol-6-yl)pyrrolo[2,1-f][1,2,4]triazin-2-amine FC1(CN(CC[C@H]1NC1=NN2C(C(=N1)OC)=C(C=C2)C=2C=CC1=C(N(N=N1)[C@H](C(F)(F)F)C)C2)S(=O)(=O)C)F